4-(2-(tert-butoxy)-2-oxoethyl)-3-fluorophenyl 4-(3-((6-(2-aminopyrimidine-5-carboxamido)-8-methoxy-3,4-dihydro-2H-pyrimido[1,2-c]quinazolin-9-yl)oxy)propyl)piperazine-1-carboxylate NC1=NC=C(C=N1)C(=O)NC1=NC=2C(=C(C=CC2C=2N1CCCN2)OCCCN2CCN(CC2)C(=O)OC2=CC(=C(C=C2)CC(=O)OC(C)(C)C)F)OC